C(C)(=O)OC1=CC=C2C=CC(=NC2=C1)C1CN(C1)C(=O)OC(C)(C)C tert-butyl 3-(7-(acetyloxy)quinolin-2-yl)azetidine-1-carboxylate